(1s,4s)-4-(8-(2-chloro-6-fluorophenylamino)-2-(1-(methylsulfonyl)piperidin-4-ylamino)-9H-purin-9-yl)cyclohexanecarboxamide ClC1=C(C(=CC=C1)F)NC=1N(C2=NC(=NC=C2N1)NC1CCN(CC1)S(=O)(=O)C)C1CCC(CC1)C(=O)N